C(C)(C)(C)OC(=O)N(C1CCN(CC1)C=1C2=CNN=C2C(=CC1)C(=O)O)C 4-{4-[(tert-butoxycarbonyl)(methyl)amino]piperidin-1-yl}-2H-indazole-7-carboxylic acid